C[C@]12[C@H]3CC[C@@]4([C@H](CC[C@H]4[C@@H]3CC[C@H]2CC(CC1)=O)OCC(NCCOCCOCCOCCOCCC(=O)O)=O)C 1-(((5S,8R,9S,10S,13S,14S,17S)-10,13-Dimethyl-3-oxohexadecahydro-1H-cyclopenta[a]phenanthren-17-yl)oxy)-2-oxo-6,9,12,15-tetraoxa-3-azaoctadecan-18-oic Acid